(S)-pivalic acid 7-chloro-5-(4-((1-(3-fluoropropyl) pyrrolidin-3-yl) oxy) phenyl)-2,3-dihydrobenzo[b]oxepin-8-yl ester ClC1=CC2=C(OCCC=C2C2=CC=C(C=C2)O[C@@H]2CN(CC2)CCCF)C=C1OC(C(C)(C)C)=O